6'-{3-[(2-phenylethyl)amino]propoxy}-2',3'-dihydrospiro[cyclohexane-1,1'-indene]-4-carboxylic acid C1(=CC=CC=C1)CCNCCCOC1=CC=C2CCC3(C2=C1)CCC(CC3)C(=O)O